Cl.F\C(=C/CN)\CN1N=NC2=C1C=CC=C2C2=CC(=CC=C2)S(=O)(=O)N2CCCC2 (Z)-3-fluoro-4-(4-(3-(pyrrolidin-1-ylsulfonyl)phenyl)-1H-benzo[d][1,2,3]triazol-1-yl)but-2-en-1-amine Hydrochloride